N1=CN=CC2=C1C(=CS2)C#N thieno[3,2-d]Pyrimidine-7-carbonitrile